Cl.NCC(CN)O 1,3-diamino-2-propanol hydrochloride